C1(CC1)C1=C(C(=NO1)C1=C(C=CC=C1F)F)COC1C[C@H]2CC[C@@H](C1)N2C(=O)N2CC1=CC=C(C=C1C2)C(=O)O 2-((1R,3R,5S)-3-((5-cyclopropyl-3-(2,6-difluorophenyl)isoxazol-4-yl)methoxy)-8-azabicyclo[3.2.1]octane-8-carbonyl)isoindoline-5-carboxylic acid